6-(4-((2R,3S)-4-acryloyl-3-(hydroxymethyl)-1-(methylsulfonyl)piperazin-2-yl)-6-chloropyridin-2-yl)-N-methyl-pyrimidine-4-carboxamide C(C=C)(=O)N1[C@@H]([C@H](N(CC1)S(=O)(=O)C)C1=CC(=NC(=C1)Cl)C1=CC(=NC=N1)C(=O)NC)CO